rac-(1R,5S)-3-(2-hydroxyethyl)-8-azabicyclo[3.2.1]octane-8-carboxylic acid tert-butyl ester C(C)(C)(C)OC(=O)N1[C@H]2CC(C[C@@H]1CC2)CCO |r|